C(C1=CC=CC=C1)(=O)C1=C(C=CC=C1)CC(=O)O.P1=CC=CC=2C3=CC=CC=C3C=CC12 phosphaphenanthrene 2-(2-Benzoylphenyl)Acetate